N1=NC(=NN=C1C=1C=C(C=C(C1)N)N)C=1C=C(C=C(C1)N)N 5,5'-(1,2,4,5-tetrazin-3,6-diyl)bis-benzene-1,3-diamine